5-[[5-(2,5-dioxo-3-pyrrolin-1-yl)pentyl]carbamoyl]benzoic acid O=C1N(C(C=C1)=O)CCCCCNC(=O)C=1C=CC=C(C(=O)O)C1